C(C)(C)(C)C1C(N(CC(C1)CC(=O)OCC)C(=O)OCC1C=CC(C1)N1C2=NC=NC(=C2N=C1)N)=O [4-(6-Amino-9H-purin-9-yl)cyclopent-2-enyl]methanol tert-butyl-5-(2-ethoxy-2-oxoethyl)-2-oxopiperidine-1-carboxylate